(1,5-cyclooctadiene) ruthenium (II) dichloride [Ru](Cl)Cl.C1=CCCC=CCC1